COC1=C2C(NC(=NC2=CC=C1)C(F)(F)F)CCCC(F)(F)F 5-methoxy-4-(4,4,4-trifluorobutyl)-2-(trifluoromethyl)-3,4-dihydroquinazoline